N-[4-bromo-3-(trifluoromethylsulfonyl)phenyl]carbamic acid tert-butyl ester C(C)(C)(C)OC(NC1=CC(=C(C=C1)Br)S(=O)(=O)C(F)(F)F)=O